3,4'-divinylbiphenyl C(=C)C=1C=C(C=CC1)C1=CC=C(C=C1)C=C